ClC1=C(C=CC=C1Cl)N1N(C(=C(C1=O)NC(C1=CC=C(C=C1)OC(F)(F)F)=O)C1=C(C=C(C=C1F)OC)F)C N-[2-(2,3-dichlorophenyl)-5-(2,6-difluoro-4-methoxyphenyl)-1-methyl-3-oxo-2,3-dihydro-1H-pyrazol-4-yl]-4-(trifluoromethoxy)benzamide